FC=1C=CC2=C(C(=C3C=NN(C3=C2)S(=O)(=O)C(F)(F)F)B(O)O)C1C#C[Si](C(C)C)(C(C)C)C(C)C (6-fluoro-1-((trifluoromethyl)sulfonyl)-5-((triisopropylsilyl)ethynyl)-1H-benzo[f]indazol-4-yl)boronic acid